CN1CCN2C=3C(=CC=CC13)[C@H]1[C@@H]2CCN(C1)CCCC(=O)C1=CC=C(C=C1)F 4-((6bR,10aS)-3-methyl-2,3,6b,9,10,10a-hexahydro-1H-pyrido[3',4':4,5]pyrrolo[1,2,3-de]quinoxaline-8(7H)-yl)-1-(4-fluorophenyl)-1-butanone